COCOC1=C(C=CC(=C1)C=1SC(=NN1)C)C1=CC=C(N=N1)N1C[C@H](CC1)NC1COCC1 (3S)-1-{6-[2-(methoxymethoxy)-4-(5-methyl-1,3,4-thiadiazol-2-yl)phenyl]pyridazin-3-yl}-N-(oxolan-3-yl)pyrrolidin-3-amine